FC=1C=C(C=CC1)[C@H](CNC(CC1CCNCC1)(C)C)O (R)-1-(3-fluorophenyl)-2-((2-methyl-1-(piperidin-4-yl)propan-2-yl)amino)ethan-1-ol